CS(=O)(=O)O.C(C1=CC=CC=C1)NC([C@H](C)N1C(C(CC1=O)N(C)C)=O)=O (2S)-N-benzyl-2-(3-(dimethyl-amino)-2,5-dioxopyrrolidin-1-yl)propanamide methanesulfonate